N-(2-ethyl)maleimide CCN1C(C=CC1=O)=O